C1(CC1)C1=NC(=CC(=C1)C1=C(C=C(C#N)C=C1)C1=NNC=C1C)N1C=NC2=C(C1=O)NC(=C2)CN2C[C@H](CCC2)C 4-[2-cyclopropyl-6-[6-[[(3S)-3-methylpiperidin-1-yl]methyl]-4-oxo-5H-pyrrolo[3,2-d]pyrimidin-3-yl]pyridin-4-yl]-3-(4-methyl-1H-pyrazol-3-yl)benzonitrile